FC1(CN(C1)[C@@H](C)C1=NN(C2=CC=C(C=C12)NC(C1=C(C=C(C=C1)SCC)N1CCC2(CC2)CC1)=O)C)F (S)-N-(3-(1-(3,3-difluoroazetidin-1-yl)ethyl)-1-methyl-1H-indazol-5-yl)-4-(ethylsulfanyl)-2-(6-azaspiro[2.5]oct-6-yl)benzamide